NCNCCC[Si](OC)(OC)OC aminomethylaminopropyltrimethoxysilane